1-Decyl-4-ethylpiperidinium methansulfonat CS(=O)(=O)[O-].C(CCCCCCCCC)[NH+]1CCC(CC1)CC